COC1=C(C=CC(=C1)OC)CNC1=CC2=C(N=C(S2)N2CCC(CC2)CO)C=C1C(=O)OC Methyl 6-[(2,4-dimethoxyphenyl)methylamino]-2-[4-(hydroxymethyl)-1-piperidyl]-1,3-benzothiazole-5-carboxylate